ClC=1C=CC(=C(OC2=CC=C(C=C2)N2C=NC(=C2C)C(=O)OCC)C1)C=O ethyl 1-(4-(5-chloro-2-formylphenoxy)phenyl)-5-methyl-1H-imidazole-4-carboxylate